2-fluoro-4-(((3S,4R)-4-hydroxy-4-(hydroxymethyl)-1-((4-(trifluoromethyl)phenyl)sulfonyl)pyrrolidin-3-yl)oxy)benzonitrile FC1=C(C#N)C=CC(=C1)O[C@H]1CN(C[C@]1(CO)O)S(=O)(=O)C1=CC=C(C=C1)C(F)(F)F